4-(3-phenyl-9H-carbazol-9-yl)-3-(pyridin-4-yl)-2,5,6-tris(5H-pyrido[4,3-b]indol-5-yl)benzonitrile C1(=CC=CC=C1)C=1C=CC=2N(C3=CC=CC=C3C2C1)C1=C(C(=C(C#N)C(=C1N1C2=C(C=3C=CC=CC13)C=NC=C2)N2C1=C(C=3C=CC=CC23)C=NC=C1)N1C2=C(C=3C=CC=CC13)C=NC=C2)C2=CC=NC=C2